FC(S(=O)(=O)OC=1N=C(C2=C(C=CC=C2C1)Cl)C)(F)F 8-chloro-1-methylisoquinolin-3-yl trifluoromethanesulfonate